1-methoxycyclopropane-1-carbaldehyde COC1(CC1)C=O